Cl.ClC=1C=C(C=C(C1OC1=CC(=C(C=C1)OC)C(C)C)Cl)NC(C[C@@H]1CNCCC1)=O (R)-N-(3,5-dichloro-4-(3-isopropyl-4-methoxyphenoxy)phenyl)-2-(piperidin-3-yl)acetamide Hydrochloride